tert-Butyl N-[[(4R,SR)-5-[(4-methoxyanilino)methyl]-2-oxo-1,3-dioxolan-4-yl]methyl]carbamate COC1=CC=C(NC[C@H]2[C@H](OC(O2)=O)CNC(OC(C)(C)C)=O)C=C1 |&1:8|